11-ethyl-10-thioxo-10,11-dihydro-6H-[1,3]thiazolo[4',5':4,5]pyrimido[2,1-a]phthalazine-5,8-dione C(C)N1C(SC2=C1N=C1N(NC(C=3C=CC=CC13)=O)C2=O)=S